C(C#CC)(=O)N 2-butyneamide